5-amino-5-(isopropoxycarbonyl)-8-(4-(4-(methylsulfonyl)benzyl)piperazin-1-yl)octylboronic acid NC(CCCCB(O)O)(CCCN1CCN(CC1)CC1=CC=C(C=C1)S(=O)(=O)C)C(=O)OC(C)C